CC1=C(C=C(C=N1)NC(C[C@H]1N(CCC1)C(=O)OC(C)(C)C)=O)[N+](=O)[O-] tert-butyl (S)-2-(2-((6-methyl-5-nitropyridin-3-yl)amino)-2-oxoethyl)pyrrolidine-1-carboxylate